FC1=C(N=CC2=C1N=C(N=C2N2C[C@H](CCC2)C(=O)N)OCC21CCCN1CCC2)C2=CC=CC1=CC=CC(=C21)F (S)-1-(8-fluoro-7-(8-fluoronaphthalen-1-yl)-2-((hexahydro-1H-pyrrolizine-7a-yl)methoxy)pyrido[4,3-d]pyrimidin-4-yl)piperidine-3-carboxamide